N-(3-aminopropyl)-6-[2-[(6-cyano-4-quinolyl)amino]ethyl]-N-methyl-naphthalene-2-carboxamide NCCCN(C(=O)C1=CC2=CC=C(C=C2C=C1)CCNC1=CC=NC2=CC=C(C=C12)C#N)C